5-(8-Phenyl-1,4-dioxaspiro[4.5]decan-8-yl)oxazole C1(=CC=CC=C1)C1(CCC2(OCCO2)CC1)C1=CN=CO1